COC1=C(C=C(C(=C1)N1CCC(CC1)N1CCN(CC1)C)C)NC1=NC=C(C(=N1)NC1=CC2=C(CCO2)C=C1N(S(=O)(=O)C)C)C(=O)OC(C)C Isopropyl 2-((2-methoxy-5-methyl-4-(4-(4-methylpiperazin-1-yl)piperidin-1-yl)phenyl)amino)-4-((5-(N-methylmethylsulfonamido)-2,3-dihydrobenzofuran-6-yl)amino)pyrimidine-5-carboxylate